FC(C(F)(F)F)(F)C1=CC=C(C=C1)C=CC(C)=O 4-[4-(1,1,2,2,2-pentafluoroethyl)phenyl]but-3-en-2-one